FC(C=1C=C(C=CC1)CC(=O)NC1=CC(=NC=C1)C(=O)N)(F)F 4-[[2-[3-(trifluoromethyl)phenyl]acetyl]amino]pyridine-2-carboxamide